2-(1-benzhydryl-piperidin-4-yl)-4-fluoroisoindoline C(C1=CC=CC=C1)(C1=CC=CC=C1)N1CCC(CC1)N1CC2=CC=CC(=C2C1)F